3-isopropyl-5-(piperidin-4-yl)-1H-indole-1-carboxylic acid 1-chloroethyl ester ClC(C)OC(=O)N1C=C(C2=CC(=CC=C12)C1CCNCC1)C(C)C